C1(CCCCC1)C(=O)OC=C vinyl cyclohexyl-carboxylate